C(CC)N1N=CC(=C1)C=1C2=C(N=C(N1)NC1=CC=C(C(=O)NCCOCCOCCNC(OC(C)(C)C)=O)C=C1)NC=C2 tert-butyl (2-(2-(2-(4-((4-(1-propyl-1H-pyrazol-4-yl)-7H-pyrrolo[2,3-d]pyrimidin-2-yl)amino)benzamido)ethoxy)ethoxy)ethyl)carbamate